1,4-bis(di(buta-1,3-dien-1-ylsulfanyl)bismuthanyl)benzene C(=CC=C)S[Bi](C1=CC=C(C=C1)[Bi](SC=CC=C)SC=CC=C)SC=CC=C